ClC=1C(=C(C=CC1)N(C1=NC=NC2=CC(=C(C=C12)N(C1CN(C1)C(=O)[O-])C)OC)CC1=CC(=C(C=C1)OC)OC)F 3-((4-((3-chloro-2-fluorophenyl)(3,4-dimethoxybenzyl)amino)-7-methoxyquinazolin-6-yl) (methyl)amino)azetidine-1-carboxylate